(2S,6S*)-N-((S)-1-cyano-2-(4-(3-methyl-2-oxo-2,3-dihydrobenzo[d]oxazol-5-yl)phenyl)ethyl)-6-methoxy-6-methyl-1,4-oxazepane-2-carboxamide C(#N)[C@H](CC1=CC=C(C=C1)C=1C=CC2=C(N(C(O2)=O)C)C1)NC(=O)[C@H]1OC[C@@](CNC1)(C)OC |o1:27|